ClC=1C=C(CC2=CC(=C(N)C=C2C)C)C=CC1F 4-(3-chloro-4-fluorobenzyl)-2,5-dimethylaniline